ClC1=CC=C(C=C1)N(C(=O)N1[C@@H](C[C@@H](C1)O)C(=O)NC1=C(C=CC(=C1)C1CC1C1=CC(=CC=C1)C#N)F)C1=CC=C(C=C1)Cl (2s,4s)-N1-(4-chlorophenyl)-N2-(5-((-)-1-(3-cyanophenyl)-3-cyclopropyl)-2-fluorophenyl)-N1-(4-chlorophenyl)-4-hydroxypyrrolidine-1,2-dicarboxamide